C1(CC1)C(=O)N1CCC(CC1)(C)OC(NC(C)(C)C)=O (1-(cyclopropanecarbonyl)-4-methylpiperidin-4-yl)tert-butylcarbamate